FC(C1CCCC=2C=CC=NC12)F 8-(difluoromethyl)-5,6,7,8-tetrahydroquinoline